NC=1N=NC=CC1C(=O)O 3-aminopyridazine-4-carboxylic acid